2-amino-5-bromo-6-isopropylpyridine NC1=NC(=C(C=C1)Br)C(C)C